BrC=1C=C(C=C2C=C(N(C12)CC1CC1)C=1CN(CCC1)C(=O)OC(C)(C)C)C(=O)N1CCN(CC1)C1=NC=C(C=C1OC)F 1-Tert-butyl 3-(7-bromo-1-(cyclopropylmethyl)-5-(4-(5-fluoro-3-methoxypyridin-2-yl)piperazine-1-carbonyl)-1H-indol-2-yl)-5,6-dihydropyridine-1(2H)-carboxylate